1-(4-((3-(3-fluoro-4-methoxyphenyl)imidazo[1,2-a]pyrazin-8-yl)amino)-2-methylbenzoyl)-N-(4-(methylamino)butyl)piperidine-4-carboxamide hydrochloride Cl.FC=1C=C(C=CC1OC)C1=CN=C2N1C=CN=C2NC2=CC(=C(C(=O)N1CCC(CC1)C(=O)NCCCCNC)C=C2)C